C(C)C1=C(C(N)N)C=CC(=C1)CC 2,4-diethyl-toluenediamine